2-{1-[(5-bromo-3-chloro-1-ethyl-1H-pyrazol-4-yl)methyl-1H-1,2,4-triazol-5-yl]-5-fluorophenyl}ethan-1-ol BrC1=C(C(=NN1CC)Cl)CN1N=CN=C1C1(CC=CC(=C1)F)CCO